C(CCC)C=1NC(C2(N1)CC1CC1C2)=O 2'-butyl-spiro[bicyclo[3.1.0]hexane-3,4'-imidazole]-5'(1'H)-one